(1R,2R,4S,6R)-2-(hydroxymethyl)-6-isopropyl-2-(methoxymethyl)quinuclidin-3-one OC[C@@]1(N2[C@H](C[C@@H](C1=O)CC2)C(C)C)COC